OC1=C(C(OC2=C3C(=C(C(=C12)OC)CC=C(C)C)OC(C=C3)(C)C)=O)C3=CC=C(C=C3)O 4-hydroxy-3-(4-hydroxyphenyl)-5-methoxy-8,8-dimethyl-6-(3-methylbut-2-enyl)pyrano[2,3-h]chromen-2-one